NC=1C=C2C(NC=NC2=CC1)=O 6-aminoquinazolin-4(3H)-one